(4,4-difluorotetrahydropyran-3-yl)methanamine FC1(C(COCC1)CN)F